C(C)N(CCC[Si](OC)(OC)C)CC [3-(diethylamino)propyl]methyldimethoxysilane